C(C)(=O)C1=NN(C2=CC=C(C=C12)C=1C=NC(=NC1)C)CC(=O)N1[C@@H](C[C@H](C1)F)CC(=O)N 2-((2R,4R)-1-(2-(3-acetyl-5-(2-methylpyrimidin-5-yl)-1H-indazol-1-yl)acetyl)-4-fluoropyrrolidin-2-yl)acetamide